CSC1=NC(=CC(=N1)C1CCN(CC1)C(=O)OC(C)(C)C)COS(=O)(=O)C tert-butyl 4-[2-methylsulfanyl-6-(methylsulfonyloxymethyl)pyrimidin-4-yl]piperidine-1-carboxylate